2-(4-((1H-benzo[d][1,2,3]triazol-1-yl)methyl)phenyl)-5-(difluoromethyl)-1,3,4-oxadiazole N1(N=NC2=C1C=CC=C2)CC2=CC=C(C=C2)C=2OC(=NN2)C(F)F